C(C)(C)(C)OC(CCN1CCCC2=CC(=CC=C12)OCC1=C(C(=CC=C1)Br)C)=O 3-(6-(3-bromo-2-methylbenzyloxy)-3,4-dihydroquinolin-1(2H)-yl)propionic acid tert-butyl ester